CC1=C(C(=O)[O-])C=CC=N1.[N-]1C=NC=C1 imidazolide 2-methylnicotinate